C(C)S(=O)(=O)C=1C=CC(=NC1)C#N 5-(ethylsulfonyl)-2-pyridinecarbonitrile